3β,7α,12α-trihydroxy-5-cholenoic acid sulfate S(=O)(=O)(O)O.O[C@@H]1CC2=C[C@H]([C@H]3[C@@H]4CC[C@H]([C@@H](CCC(=O)O)C)[C@]4([C@H](C[C@@H]3[C@]2(CC1)C)O)C)O